1,2-Disilabutane [SiH3][SiH2]CC